2,2-Dimethyloxacyclopropane CC1(OC1)C